(Z)-4-(1-(4-amino-2-fluorobut-2-en-1-yl)-2-(trifluoromethyl)-1H-benzo[d]imidazol-4-yl)-N,N-dimethylbenzenesulfonamide hydrochloride Cl.NC\C=C(\CN1C(=NC2=C1C=CC=C2C2=CC=C(C=C2)S(=O)(=O)N(C)C)C(F)(F)F)/F